(R)-1-(2-(benzyloxy)-4-fluorophenyl)-2-bromoethan-1-ol C(C1=CC=CC=C1)OC1=C(C=CC(=C1)F)[C@H](CBr)O